C(C)C1COC=2C(=C(C=C3C(C(=CN1C23)C=O)=O)F)F 3-ethyl-9,10-difluoro-7-oxo-2,3-dihydro[1,4]oxazino[2,3,4-ij]quinoline-6-carbaldehyde